Cl.C=CCCC(C)N=C=N 1-(3-methylenepropyl)-ethylcarbodiimide hydrochloride